2,6-di-tert-butylaminomethylphenol C(C)(C)(C)NCC1=C(C(=CC=C1)CNC(C)(C)C)O